C1(=CC=CC=C1)N1C(=NC2=C1C1=CC=CC=C1C=1C=CC=CC12)C=1C=C(C=CC1)C=1C=C2C=3C=C(C=CC3N(C2=CC1)CCC)C1=CC=C(C#N)C=C1 4-(6-(3-(1-phenyl-1H-phenanthro[9,10-d]imidazol-2-yl)phenyl)-9-propyl-9H-carbazol-3-yl)benzonitrile